2-((1-(4-aminobutyl)cyclopropyl)amino)-N,N-dimethyl-3-nitrobenzamide NCCCCC1(CC1)NC1=C(C(=O)N(C)C)C=CC=C1[N+](=O)[O-]